(2R)-3-(3-chlorophenyl)-2-[(3S)-3-[(4-methanesulfonylphenoxy)methyl]piperazin-1-yl]propan-1-ol ClC=1C=C(C=CC1)C[C@H](CO)N1C[C@H](NCC1)COC1=CC=C(C=C1)S(=O)(=O)C